methyl 1-(2-(benzyloxy) ethyl)-5-amino-1H-indazole-6-carboxylate C(C1=CC=CC=C1)OCCN1N=CC2=CC(=C(C=C12)C(=O)OC)N